lead-zinc-copper-iron [Fe].[Cu].[Zn].[Pb]